2-cyclopentyl-6-(p-tolyl)pyridine-2,3-diamine C1(CCCC1)C1(NC(=CC=C1N)C1=CC=C(C=C1)C)N